N[C@@H](C)C1=CC=C(C=C1)N1C2=NC=NC(=C2N=C1)N (S)-9-(4-(1-aminoethyl)phenyl)-9H-purin-6-amine